5-methylbicyclopentadiene CC1C=CC=C1C1=CC=CC1